2-((R)-sec-Butyl)-4-(4-(4-(4-(((2S,4R)-2-(2,4-dichlorophenyl)-2-aminomethyl-1,3-dioxolan-4-yl)methoxy)phenyl)piperazin-1-yl)phenyl)-2,4-dihydro-3H-1,2,4-triazol-3-one [C@@H](C)(CC)N1N=CN(C1=O)C1=CC=C(C=C1)N1CCN(CC1)C1=CC=C(C=C1)OC[C@H]1O[C@](OC1)(CN)C1=C(C=C(C=C1)Cl)Cl